(6-((5-(3-(4-fluorophenyl)-1,2,4-oxadiazol-5-yl)pyrazin-2-yl)oxy)-1-methyl-1H-indol-2-yl)(4-(4-(2,2,2-trifluoroethoxy)benzyl)piperazin-1-yl)methanone FC1=CC=C(C=C1)C1=NOC(=N1)C=1N=CC(=NC1)OC1=CC=C2C=C(N(C2=C1)C)C(=O)N1CCN(CC1)CC1=CC=C(C=C1)OCC(F)(F)F